heptadecyl methacrylate tetradecyl-methacrylate C(CCCCCCCCCCCCC)OC(C(=C)C)=O.C(C(=C)C)(=O)OCCCCCCCCCCCCCCCCC